N-(pyridin-4-yl)-5-(thieno[3,2-c]pyridin-2-yl)-7H-pyrrolo[2,3-d]pyrimidin-2-amine N1=CC=C(C=C1)NC=1N=CC2=C(N1)NC=C2C2=CC=1C=NC=CC1S2